CN(C(=O)N)C 1,1-Dimethyl-urea